1-amino-cyclohexane-1-carboxylic acid NC1(CCCCC1)C(=O)O